2-hydroxy-3,4-dimethoxyphenylpropyl alcohol OC1=C(C=CC(=C1OC)OC)CCCO